BrC1=CC(=CC=2C=3N(C(=NC12)N1CCCCC1)C=C(N3)C#N)C 7-bromo-9-methyl-5-(piperidin-1-yl)imidazo[1,2-c]quinazoline-2-carbonitrile